FC(C(=O)O)(F)F.NC(CC(C(=O)O)C)CC1=CC=CC=C1 4-amino-2-methyl-5-phenylpentanoic acid trifluoroacetate